4-(tert-butyl)-6-phenyl-1,3,5-triazin-2(1H)-one C(C)(C)(C)C1=NC(NC(=N1)C1=CC=CC=C1)=O